2-[3-(4-Chloro-3-isopropyloxyphenyl)-1-ethyl-1H-1,2,4-triazol-5-yl]-N-[(4S)-3,4-dihydro-2H-1-benzopyran-4-yl]acetamid ClC1=C(C=C(C=C1)C1=NN(C(=N1)CC(=O)N[C@H]1CCOC2=C1C=CC=C2)CC)OC(C)C